FC(C(C(C(C(F)(F)F)(F)F)(F)F)(F)F)CCCCCCC decafluorododecane